2-aminoterephthalic acid monomethyl ester COC(C1=C(C=C(C(=O)O)C=C1)N)=O